FC1=C(C(=C(C(=C1N=C=S)F)F)F)F pentafluorophenylisothiocyanate